C=C1C(C(=C(C=C1)B(O)O)F)F 4-methylenedifluorophenylboronic acid